(S)-3-(1-(4-cyanopyridin-3-yl)pyrrolidin-3-yl)-4-methyl-N-(5-(trifluoromethyl)pyridin-3-yl)benzamide C(#N)C1=C(C=NC=C1)N1C[C@@H](CC1)C=1C=C(C(=O)NC=2C=NC=C(C2)C(F)(F)F)C=CC1C